C1=CC(=O)NC=C1 HYDROXYPYRIDINE